3-[2-(4-chlorophenyl)ethyl]-5-([7-oxo-1H,6H,7H-imidazo[4,5-d]pyridazin-6-yl]methyl)-2,3-dihydro-1,3,4-oxadiazol-2-one ClC1=CC=C(C=C1)CCN1C(OC(=N1)CN1N=CC2=C(C1=O)NC=N2)=O